2-methyl-6-(4,4,5,5-tetramethyl-1,3,2-dioxaborolan-2-yl)pyridazin-3(2H)-one CN1N=C(C=CC1=O)B1OC(C(O1)(C)C)(C)C